C1(CC1)C(CN(S(=O)(=O)C1=CC=C(C=C1)C)CC(C=1C=NN(C1)COCC[Si](C)(C)C)=O)O N-(2-cyclopropyl-2-hydroxy-ethyl)-4-methyl-N-[2-oxo-2-[1-(2-trimethylsilylethoxymethyl)pyrazol-4-yl]ethyl]benzenesulfonamide